N[C@@H]1C2=CC=CC=C2CC12CCN(CC2)C2=C(C=CC(=C2C(=C)C2=NNCC2)F)OC (S)-6-(1-amino-1,3-dihydrospiro[indene-2,4'-piperidine]-1'-yl)-3-(1-(2-fluoro-5-methoxyphenyl)vinyl)-1,5-dihydro-4H-pyrazole